O=C1NC(CCC1N1CCCC2=CC=C(C=C12)S(=O)(=O)F)=O 1-(2,6-dioxopiperidin-3-yl)-1,2,3,4-tetrahydroquinoline-7-sulfonyl fluoride